BrC=1C(NC2=CC=CC=C2C1)=O bromoquinolone